O=C(C(=O)OC1C(CCC(C1)C)C(C)C)C1=CC=CC=C1 2-isopropyl-5-methylcyclohexyl 2-oxo-2-phenylacetate